4-bromo-7-chloro-9-(3,8-diazabicyclo[3.2.1]octan-8-yl)-2-methyl-pyrazolo[4,3-f]quinazoline BrC=1C=2C(C=3C(=NC(=NC3C1)Cl)N1C3CNCC1CC3)=CN(N2)C